C(C)(C)(C)C=1C=C(C=C(C1O)C(C)(C)C)CCC(=O)[N-]CCCCCC[N-]C(CCC1=CC(=C(C(=C1)C(C)(C)C)O)C(C)(C)C)=O N,N'-Bis(3,5-di-tert-butyl-4-hydroxyphenylpropionyl)-hexamethylendiamid